O[C@H](COC=1C=C(C=2N(C1)N=CC2C#N)C=2C=NC(=CC2)N2CC1N(C(C2)C1)CC=1C=NC(=CC1)OC)C 6-((S)-2-hydroxypropoxy)-4-(6-(6-((6-methoxypyridin-3-yl)methyl)-3,6-diazabicyclo[3.1.1]hept-3-yl)pyridin-3-yl)pyrazolo[1,5-a]pyridine-3-carbonitrile